BrC=1SC(=CN1)[C@H]1N([C@@H](CC2=C1N(C1=CC=CC=C21)C(=O)OC(C)(C)C)C)CC(CO[Si](C2=CC=CC=C2)(C2=CC=CC=C2)C(C)(C)C)(F)F tert-butyl (1S,3R)-1-(2-bromothiazol-5-yl)-2-[3-[tert-butyl(diphenyl)silyl]oxy-2,2-difluoro-propyl]-3-methyl-3,4-dihydro-1H-pyrido[3,4-b]indole-9-carboxylate